pyrazolo[1,5-a]pyrimidin-5(4H)-one N1=CC=C2N1C=CC(N2)=O